BrC=1C=CC(=C(OCCOC2=NC(=CC=C2)Cl)C1)CN1CC(C1)OC 2-(2-(5-bromo-2-((3-methoxyazetidin-1-yl)methyl)phenoxy)ethoxy)-6-chloropyridine